ClC1=CC=C(C=C1)C[C@H]([C@H](C)NC(C(C)(OC1=NC=C(C=C1)C(F)(F)F)C)=O)C1=CC(=CC=C1)C#N N-[(1S,2S)-3-(4-chlorophenyl)-2-(3-cyanophenyl)-1-methylpropyl]-2-methyl-2-{[5-(trifluoromethyl)pyridin-2-yl]Oxy}propionamide